2-(4-{2-[(S)-2-methyl-1-azetidinyl]-6-(difluoromethyl)-5-fluoro-4-pyrimidinyl}-1-pyrazolyl)-1-(1-piperazinyl)-1-ethanone C[C@@H]1N(CC1)C1=NC(=C(C(=N1)C=1C=NN(C1)CC(=O)N1CCNCC1)F)C(F)F